ClC1=CC(=C(O[C@@H]2CN(CCC2)C(=O)OC(C)(C)C)C(=C1)C1=C2C(=NC=C1)SC=C2)C Tert-Butyl (S)-3-(4-Chloro-2-Methyl-6-(Thieno[2,3-B]Pyridin-4-Yl)Phenoxy)Piperidine-1-Carboxylate